9-fluoro-10-hydroxy-3-methyl-2H-[1,4]oxazino[2,3,4-ij]quinolin-7(3H)-one FC=1C=C2C(C=CN3C2=C(C1O)OCC3C)=O